C1(C=CC(N1CCCCCC(=O)N[C@@H](C(C)C)C(=O)O)=O)=O Maleimidocaproyl-L-valin